3-(1H-PYRROL-1-YL)BENZALDEHYDE N1(C=CC=C1)C=1C=C(C=O)C=CC1